4-fluoro-5-(2-morpholinothiazol-4-yl)-2-(cis-3,4,5-trimethylpiperazin-1-yl)aniline FC1=CC(=C(N)C=C1C=1N=C(SC1)N1CCOCC1)N1C[C@H](N([C@H](C1)C)C)C